(R)-3-(3-chloro-4-fluorophenyl)-1-(1-(8-fluoro-1-oxo-1,2-dihydroisoquinolin-4-yl)ethyl)-1-(3-hydroxypropyl)urea ClC=1C=C(C=CC1F)NC(N(CCCO)[C@H](C)C1=CNC(C2=C(C=CC=C12)F)=O)=O